pyrazolo[1,5-a]pyridin-3-ylamine N1=CC(=C2N1C=CC=C2)N